6-chloro-2,5-dimethylpyrazolo[3,4-b]pyridine ClC=1C(=CC=2C(N1)=NN(C2)C)C